C=1(C(=CC=C2C=CC=CC12)S(=O)(=O)[O-])S(=O)(=O)OCOS(=O)(=O)C=1C(=CC=C2C=CC=CC12)S(=O)(=O)[O-].[Na+].[Na+] sodium methylene dinaphthalenedisulfonate